2,4-diamino-5-[3,5-dimethoxy-4-(2-methoxyethoxy)benzyl]-pyrimidine NC1=NC=C(C(=N1)N)CC1=CC(=C(C(=C1)OC)OCCOC)OC